O1C(OCC2=C1C=CC=C2)C2=CC(=NC(=N2)C(=O)N)C2=CC(=C(C(=C2)OC)OC)OC 6-(benzo1,3-dioxanyl)-4-(3,4,5-trimethoxyphenyl)-pyrimidineamide